N[C@@]1(CN(CC1)C1=C(C=NC(=C1C1=CC(=CC(=C1)F)F)C#N)C(=O)NC1CC(C1)(F)F)C 4-[(3S)-3-amino-3-methylpyrrolidin-1-yl]-6-cyano-N-(3,3-difluorocyclobutyl)-5-(3,5-difluorophenyl)pyridine-3-carboxamide